C(C(=C)C)(=O)OC(CC)[Si](OCC)(OCC)OCC triethoxysilylpropanol methacrylate